pyridinium p-benzenesulfonate C1=CC=C(C=C1)S(=O)(=O)[O-].[NH+]1=CC=CC=C1